CC(CCN)CCCN 3-methyl-hexamethylenediamine